C1(CCCCC1)C1=CC=C2C(=CC=NC2=C1)O 7-Cyclohexylquinolin-4-ol